N-[(1R)-1-[3-acetamido-4-fluoro-5-(trifluoromethyl)phenyl]ethyl]-5-bromo-2-[[(1R)-2-hydroxy-1-methyl-ethyl]amino]pyridine-3-carboxamide C(C)(=O)NC=1C=C(C=C(C1F)C(F)(F)F)[C@@H](C)NC(=O)C=1C(=NC=C(C1)Br)N[C@@H](CO)C